C(CSSCCC(=O)O)C(=O)O 3,3-Dithiodipropionic acid